C(CCC(=O)OCC(=O)[C@@]12OC(O[C@@H]1C[C@H]1[C@@H]3CCC4=CC(C=C[C@@]4([C@H]3[C@H](C[C@]21C)O)C)=O)CCC)(=O)OC methyl 4-{2-[(1S,2S,4R,8S,9S,11S,12S,13R)-11-hydroxy-9,13-dimethyl-16-oxo-6-propyl-5,7-dioxapentacyclo[10.8.0.02,9.04,8.013,18]eicosan-14,17-dien-8-yl]-2-oxoethyl} succinate